4-O-benzyl 3-O-tert-butyl 2-oxothiazolidine-3,4-dicarboxylate O=C1SCC(N1C(=O)OC(C)(C)C)C(=O)OCC1=CC=CC=C1